S1C=NC2=C1C=CC(=C2)C2=CC=C(C=C2)C2(CC2)NC(OC2CN1CCC2CC1)=O 1-azabicyclo[2.2.2]oct-3-yl {1-[4-(1,3-benzothiazol-5-yl)phenyl]cyclopropyl}carbamate